tert-butyl 3-((tert-butyldimethylsilyl) oxy)-4,4-dimethyl-5-oxopiperidine-1-carboxylate [Si](C)(C)(C(C)(C)C)OC1CN(CC(C1(C)C)=O)C(=O)OC(C)(C)C